2-((2,6-dimethylbenzyl)amino)-N-(2-((2-(methoxycarbonyl)-4-methylthiophen-3-yl)amino)-2-oxoethyl)-N,N-dimethyl-2-oxoethan-1-aminium CC1=C(CNC(C[N+](C)(C)CC(=O)NC2=C(SC=C2C)C(=O)OC)=O)C(=CC=C1)C